CC1(OCC2=C(O1)C=CC(=C2)[N+](=O)[O-])C 2,2-dimethyl-6-nitro-4H-1,3-benzodioxine